2-{[1-(1H-imidazol-5-ylmethyl)piperidin-4-yl]Methyl}-4-phenyl-2,3-dihydropyridazin-3-one N1C=NC=C1CN1CCC(CC1)CN1N=CC=C(C1=O)C1=CC=CC=C1